2-(2-hydroxy-3-tert-butyl-5-methylphenyl)benzotriazole OC1=C(C=C(C=C1C(C)(C)C)C)N1N=C2C(=N1)C=CC=C2